R-(-)-sec-butylamine CC[C@@H](C)N